1,2-Dioleyl-SN-Glycero-3-Phosphoethanol C(CCCCCCC\C=C/CCCCCCCC)OC[C@@H](OCCCCCCCC\C=C/CCCCCCCC)COP(=O)(O)OCC